4-{[3-(3-cyclohexylpropoxy)phenyl]amino}-3-cyclopropyl-N-[(2E)-4-oxoimidazolidin-2-ylidene]benzamide C1(CCCCC1)CCCOC=1C=C(C=CC1)NC1=C(C=C(C(=O)/N=C/2\NCC(N2)=O)C=C1)C1CC1